N-ethyl-N-phenyl-6-(2-phenylimidazo[1,2-a]pyridin-6-yl)quinazolin-4-amine C(C)N(C1=NC=NC2=CC=C(C=C12)C=1C=CC=2N(C1)C=C(N2)C2=CC=CC=C2)C2=CC=CC=C2